4-(1-((Pyridin-2-ylmethyl)amino)ethyl)isoquinolin-1(2H)-one N1=C(C=CC=C1)CNC(C)C1=CNC(C2=CC=CC=C12)=O